2-chloro-5-(cyclopropylsulfinyl)-4-methylpyridine ClC1=NC=C(C(=C1)C)S(=O)C1CC1